ClC=1C(=NC(=NC1)N[C@H]1[C@@H](COCC1)O)C1=CC2=C(N=C3N2CCCN3C(C)C)C(=C1)F (3S,4R)-4-((5-chloro-4-(9-fluoro-1-isopropyl-1,2,3,4-tetrahydrobenzo[4,5]imidazo[1,2-a]pyrimidin-7-yl)pyrimidin-2-yl)amino)tetrahydro-2H-pyran-3-ol